6-ethyl-1-(4-methoxybenzyl)-7-(naphthalen-1-ylmethyl)-5-oxo-8-(3-(trifluoromethyl)phenyl)-1,2,3,5-tetrahydroimidazo[1,2-a]pyridine-3-carboxylic acid C(C)C1=C(C(=C2N(C1=O)C(CN2CC2=CC=C(C=C2)OC)C(=O)O)C2=CC(=CC=C2)C(F)(F)F)CC2=CC=CC1=CC=CC=C21